6-methoxy-8-isopentenyloxy-2-(3-chloro-4-fluorobenzyl)-3,4-dihydroisoquinolin-1(2H)-one COC=1C=C2CCN(C(C2=C(C1)OCCC(=C)C)=O)CC1=CC(=C(C=C1)F)Cl